4-[3-[2-Chloro-4-(3-methoxyazetidin-1-yl)-5-methylbenzoyl]-2,4-dihydro-1,3-benzoxazin-8-yl]-5-fluoro-2-(3-oxa-8-azabicyclo[3.2.1]oct-8-yl)benzoic acid ClC1=C(C(=O)N2COC3=C(C2)C=CC=C3C3=CC(=C(C(=O)O)C=C3F)N3C2COCC3CC2)C=C(C(=C1)N1CC(C1)OC)C